O1CC(CCC1)C(=O)OC methyl tetrahydro-2H-pyran-3-carboxylate